7-amino-5,6,7,8-tetrahydro-2H-cinnolin-3-one dihydrochloride Cl.Cl.NC1CCC2=CC(NN=C2C1)=O